2-(2-Pyridyldithio)pyridine N1=C(C=CC=C1)SSC1=NC=CC=C1